ClC=1C=CC(=C(C#N)C1)N1N=NC(=C1)Cl 5-chloro-2-(4-chloro-1H-1,2,3-triazol-1-yl)benzonitrile